C(C)C=1SC(=CC1NC(NS(N(C1COCC1)C1CN(CCC1)C)(=O)=O)=O)CC 3-(2,5-Diethylthiophen-3-yl)-1-[(1-methylpiperidin-3-yl)(oxolan-3-yl)-sulfamoyl]urea